C(C)N(CC(=O)[O-])S(=O)(=O)C(C(C(C(C(C(C(C(F)(F)F)(F)F)(F)F)(F)F)(F)F)(F)F)(F)F)(F)F N-ethyl-N-((heptadecafluorooctyl)sulfonyl)glycinat